3-methyl-4-((3-methyl-2-oxo-1-(tetrahydro-2H-pyran-4-yl)-2,3-dihydro-1H-imidazo[4,5-c]pyridin-6-yl)amino)benzonitrile CC=1C=C(C#N)C=CC1NC1=CC2=C(C=N1)N(C(N2C2CCOCC2)=O)C